C(C)C=1C=NC(=NC1)N1CCC(CC1)CCCOC1=CC(=C(C(=C1)F)C1=NOC(=N1)C(C)C)F 3-(4-(3-(1-(5-ethylpyrimidin-2-yl)piperidin-4-yl)propoxy)-2,6-difluorophenyl)-5-isopropyl-1,2,4-oxadiazole